P(=O)(OC(CC)CC)(OC(CC)CC)OC1=CC=CC=C1 di-(3-pentyl) phenyl phosphate